1-(tert-butoxycarbonyl)-4-(cyanomethyl)piperidine-4-carboxylic acid C(C)(C)(C)OC(=O)N1CCC(CC1)(C(=O)O)CC#N